1,8-naphthyridine-2,4(1H,3H)-dione N1C(CC(C2=CC=CN=C12)=O)=O